3-{3-[(dimethylamino)methyl]-1-[(5-fluoropyridin-3-yl)methyl]-4-hydroxypiperidin-4-yl}benzamide CN(C)CC1CN(CCC1(O)C=1C=C(C(=O)N)C=CC1)CC=1C=NC=C(C1)F